NC1=C(C(NC(=N1)SC)=O)N=O 6-amino-2-(methylthio)-5-nitrosopyrimidin-4(3H)-one